BrC1=C2C=C(N=CC2=C(C2=C1CCC2)[N+](=O)[O-])Cl 5-bromo-3-chloro-9-nitro-7,8-dihydro-6H-cyclopenta[g]Isoquinoline